C(C)(C)(C)N(C(O)=O)CC1(CCN(CC1)C1=NC=C(N=C1)SC1=C(C(=CC=C1)NC)Cl)C.C(C1=CC=CC=C1)(C1=CC=CC=C1)N1CCC(CC1)C(=O)C1=CC=C(C=C1)OC (1-Benzhydrylpiperidin-4-yl)(4-methoxyphenyl)methanone tert-butyl-((1-(5-((2-chloro-3-(methylamino)phenyl)thio)pyrazin-2-yl)-4-methylpiperidin-4-yl)methyl)carbamate